C(#N)C1=CC=C(CN2N=C(N=N2)C2=CC(=C(C=C2)S(=O)(=O)NCC(=O)N)OC)C=C1 2-(4-(2-(4-cyanobenzyl)-2H-tetrazol-5-yl)-2-methoxyphenylsulfonylamino)acetamide